O=C1NC(CC[C@H]1N1CC2=CC=C(C(=C2C1=O)F)CNC(OC1CC(C1)N1N=CC=C1OC(F)F)=O)=O (1r,3r)-3-(5-(difluoromethoxy)-1H-pyrazol-1-yl)cyclobutyl ((2-(2,6-dioxopiperidin-3-yl)-4-fluoro-3-oxoisoindolin-5-yl)methyl)carbamate